C(CCCCC)(=O)[Na] caproyl-sodium